5-((1-(5-(trifluoromethyl)pyridin-2-yl)-1H-1,2,4-triazol-3-yl)amino)picolinonitrile FC(C=1C=CC(=NC1)N1N=C(N=C1)NC=1C=CC(=NC1)C#N)(F)F